N(C(=O)N)CCC[Si](OC)(OC)OC 3-Ureidopropyltrimethoxysilan